CN1C=C(C=C1)C1CC=NN1C=O (5-(1-methyl-1H-pyrrol-3-yl)-4,5-dihydro-1H-pyrazol-1-yl)methanone